[6-(5-cyclopropyl-4H-1,2,4-triazol-3-yl)-2-azaspiro[3.3]heptan-2-yl]-[6-[[3-(trifluoromethoxy)phenyl]sulfonimidoyl]-2-azaspiro[3.3]heptan-2-yl]methanone C1(CC1)C=1NC(=NN1)C1CC2(CN(C2)C(=O)N2CC3(C2)CC(C3)S(=O)(=N)C3=CC(=CC=C3)OC(F)(F)F)C1